O1C2=C(OC[C@H]1C(=O)C1=NN(C3=CC(=CC=C13)C=1C=NNC1)CCN(C)C)C=CC=C2 (S)-(2,3-Dihydrobenzo[b][1,4]dioxin-2-yl)(1-(2-(dimethylamino)ethyl)-6-(1H-pyrazol-4-yl)-1H-indazol-3-yl)methanone